manganese triacetate, cerium salt [Ce+3].C(C)(=O)[O-].C(C)(=O)[O-].C(C)(=O)[O-].[Mn+2]